ClC=1C=C(C=CC1)N1CCC1 1-(3-chlorophenyl)azetidine